N[C@H](C(=O)O)C1=CC=CC=C1 (S)-Aminophenylacetic acid